tert-butyl (rac)-7-acryloyl-2-(4-isopropylphenyl)-2,3,4,5a,6,7,8,9-octahydro-5H-1,2,5,7-tetraazabenzo[cd]azulene-5-carboxylate C(C=C)(=O)N1C[C@H]2C3=C(N(N=C3CC1)C1=CC=C(C=C1)C(C)C)CCN2C(=O)OC(C)(C)C |r|